S(=O)(=O)(C1=C(C=CC=C1)S)C1=C(C=CC=C1)S sulfonyldiphenyl mercaptan